methyl 3-(4-(tert-butyl)oxazol-2-yl)cyclopentane-1-carboxylate C(C)(C)(C)C=1N=C(OC1)C1CC(CC1)C(=O)OC